3-((4-(dimethylamino)benzyl)amino)-6-fluoro-5-(1-(2-fluorophenyl)ethyl)-4H-benzo[e][1,2,4]thiadiazine 1,1-dioxide CN(C1=CC=C(CNC2=NS(C3=C(N2)C(=C(C=C3)F)C(C)C3=C(C=CC=C3)F)(=O)=O)C=C1)C